(3-(azetidin-1-yl)pyrrolidin-1-yl)((R)-1-(3,4-dichloro-5-fluoro-1H-indole-2-carbonyl)pyrrolidin-3-yl)methanone N1(CCC1)C1CN(CC1)C(=O)[C@H]1CN(CC1)C(=O)C=1NC2=CC=C(C(=C2C1Cl)Cl)F